ONC(/C=C/C1=C(C=CC=C1)N1CC2(CCCN2C(=O)OC(C)(C)C)CC1)=O tert-butyl (E)-7-(2-(3-(hydroxyamino)-3-oxoprop-1-en-1-yl)phenyl)-1,7-diazaspiro[4.4]nonane-1-carboxylate